3-(2-(3-cyclopentylpropionamido)-1H-benzo[d]imidazol-6-yl)-N-isopentylbenzamide C1(CCCC1)CCC(=O)NC1=NC2=C(N1)C=C(C=C2)C=2C=C(C(=O)NCCC(C)C)C=CC2